FC=1C(=C(C=C(C1)CC(C)C)N1CCN(CC1)CC=1SC2=C(N1)C=CC=C2)C=2N=NNN2 2-[[4-[3-fluoro-5-isobutyl-2-(2H-tetrazol-5-yl)phenyl]piperazin-1-yl]methyl]-1,3-benzothiazole